triphenylsulfanate C1(=CC=CC=C1)S(=O)([O-])(C1=CC=CC=C1)C1=CC=CC=C1